(2E)-2-[[5-(2-Fluorophenyl)-2-furanyl]methylene]-2,3-dihydro-1H-inden-1-one FC1=C(C=CC=C1)C1=CC=C(O1)\C=C/1\C(C2=CC=CC=C2C1)=O